C(C1=CC=CC=C1)N(CCC(=N)N)C=1SC(=C(N1)C1=CC(=C(C=C1)Cl)Cl)CC(C)C 3-(benzyl-(4-(3,4-dichlorophenyl)-5-isobutylthiazol-2-yl)amino)propionamidine